CN1C2=C(N=CC1=O)C=CC(=N2)OCCNC[C@H]2CN(C(O2)=O)C=2C=NC=1OCC(NC1N2)=O (S)-6-(5-(((2-((4-methyl-3-oxo-3,4-dihydropyrido[2,3-b]pyrazin-6-yl)oxy)ethyl)amino)methyl)-2-oxooxazolidin-3-yl)-2H-pyrazino[3,2-b][1,4]oxazin-3(4H)-one